CC=1C=C(C=CC1OC1=CC2=C(N(C=N2)C)C=C1)NC=1C2=C(N=CN1)C=CC(=N2)N2C[C@@H]1CN([C@@H]1C2)C(C=C)=O 1-((1R,5S)-3-(4-((3-methyl-4-((1-methyl-1H-benzo[d]imidazol-5-yl)oxy)phenyl)amino)pyrido[3,2-d]pyrimidin-6-yl)-3,6-diazabicyclo[3.2.0]heptan-6-yl)prop-2-en-1-one